1-Cyclopentyl-3-methyl-6-(4-nitrophenylamino)-1,3-dihydro-2H-imidazo[4,5-c]pyridin-2-one C1(CCCC1)N1C(N(C=2C=NC(=CC21)NC2=CC=C(C=C2)[N+](=O)[O-])C)=O